O=C1OC2=C(N1)C=CC=C2 oxo-benzoxazole